N-((R)-6-((1R,5S,6S)-6-carbamoyl-3-azabicyclo[3.1.0]hexan-3-yl)-2-(hydroxymethyl)-2-methyl-2,3-dihydrobenzofuran-5-yl)pyrazolo[1,5-a]pyrimidine-3-carboxamide C(N)(=O)C1[C@H]2CN(C[C@@H]12)C1=CC2=C(C[C@](O2)(C)CO)C=C1NC(=O)C=1C=NN2C1N=CC=C2